1-((1R,2r,3S,5s,7s)-5-hydroxyadamantan-2-yl)-3,7-dihydro-4H-pyrrolo[3',2':5,6]pyrido[3,4-d][1,2,3]diazaborinin-4-ol OC12C[C@H]3C([C@H](CC(C1)C3)C2)C=2C3=C(B(NN2)O)C=NC2=C3C=CN2